C(C)(C)(C)OC(=O)N1[C@@H](CCC1(C)C)C(=O)O (S)-1-(tert-butoxycarbonyl)-5,5-dimethylpyrrolidine-2-carboxylic acid